3-(4-trifluoromethylphenyl)acrylic acid FC(C1=CC=C(C=C1)C=CC(=O)O)(F)F